FC1=CC=C2C=C(C=C(C2=C1C#C[Si](C(C)C)(C(C)C)C(C)C)CO)OCOC [7-Fluoro-3-(methoxymethoxy)-8-(2-triisopropylsilylethynyl)-1-naphthyl]methanol